sulfonyl-[1,1'-biphenyl]-2-ol S(=O)(=O)=C1C(C(=CC=C1)C1=CC=CC=C1)O